OCC(=O)N1CC2(C1)OCCCN(CC#C2)S(=O)(=O)C 2-hydroxy-1-{9-methanesulfonyl-5-oxa-2,9-diazaspiro[3.8]dodecan-11-yn-2-yl}ethan-1-one